1-(7-chloro-2-(2,6-difluorophenyl)imidazo[2,1-f][1,2,4]triazin-4-yl)cyclopentane-1,3-diamine ClC1=CN=C2C(=NC(=NN21)C2=C(C=CC=C2F)F)C2(CC(CC2)N)N